FC(C=1NC2=CC=CC=C2C1C=1C=NC2=CC=CC=C2N1)(F)F 3-(2-(trifluoromethyl)-indol-3-yl)quinoxaline